[5-(3,4-dichloro-7-fluoro-2-methylquinolin-6-yl)pyridin-2-yl]-1,4lambda5-oxaphosphinan-4-one ClC=1C(=NC2=CC(=C(C=C2C1Cl)C=1C=CC(=NC1)C1OCCP(C1)=O)F)C